C(C)(C)(C)OC(=O)N1CC=C(CC1)C1=C(C=CC=C1)N 4-(2-aminophenyl)-5,6-dihydropyridine-1(2H)-carboxylic acid tert-butyl ester